C(C)(C)(C)OC(=O)N([C@H](COC=1C=CC(=C(C(=O)OC)C1)C)C)C methyl (S)-5-(2-((tert-butoxycarbonyl)(methyl)amino)propoxy)-2-methylbenzoate